tert-butyl (R)-4-((6-(2-((2-amino-2-oxoethyl)(methyl)amino)-6-(methoxycarbonyl)pyridin-3-yl)-2,2-difluoro-7-azaspiro[3.5]nonan-7-yl)methyl)-5-methoxy-7-methyl-1H-indole-1-carboxylate NC(CN(C1=NC(=CC=C1[C@H]1CC2(CC(C2)(F)F)CCN1CC1=C2C=CN(C2=C(C=C1OC)C)C(=O)OC(C)(C)C)C(=O)OC)C)=O